6-chloro-3-[(1R)-1-(3,6-dimethyl-4-oxo-2-phenyl-chromen-8-yl)ethoxy]pyridine-2-carbonitrile ClC1=CC=C(C(=N1)C#N)O[C@H](C)C=1C=C(C=C2C(C(=C(OC12)C1=CC=CC=C1)C)=O)C